C1(CC1)C[C@@H](C(=O)O)N1C(C2=CC=CC(=C2C1=O)[N+](=O)[O-])=O (S)-3-cyclopropyl-2-(4-nitro-1,3-dioxoisoindolin-2-yl)propanoic acid